((2S,3R,4R)-6-fluoro-4-((5-fluoropyridin-2-yl)amino)-2,3-dimethyl-3,4-dihydroquinolin-1(2H)-yl)ethanone FC=1C=C2[C@@H]([C@H]([C@@H](N(C2=CC1)C(C)=O)C)C)NC1=NC=C(C=C1)F